CN1C2=C(OC[C@@H](C1=O)NC(C(=O)NCCC1=CC=CC=C1)=O)C=CC(=C2)C#CC2CCOCC2 (S)-N1-(5-methyl-4-oxo-7-((tetrahydro-2H-pyran-4-yl)ethynyl)-2,3,4,5-tetrahydrobenzo[b][1,4]oxazepin-3-yl)-N2-phenethyloxalamide